C(C)(=O)N1CCC(CC1)OC1=CC2=C(C(N(CC(O2)(C)C)C[C@@H](CN2CC3=CC=CC=C3CC2)O)=O)C=C1 8-[(1-acetyl-4-piperidyl)oxy]-4-[(2R)-3-(3,4-dihydro-1H-isoquinolin-2-yl)-2-hydroxy-propyl]-2,2-dimethyl-3H-1,4-benzoxazepin-5-one